5-[4-(3-chloro-benzenesulfonyl)-piperazin-1-yl]-4-methyl-benzofuran-2-carboxylic acid ClC=1C=C(C=CC1)S(=O)(=O)N1CCN(CC1)C=1C=CC2=C(C=C(O2)C(=O)O)C1C